C1OCC=2C(=CC=CC12)O 1,3-DIHYDROISOBENZOFURANE-4-OL